N1[C@H](CCCC1)C=1C=NC=CC1 |r| (±)-3-(2-piperidinyl)pyridine